COC(CCOC=C(C)C1=CC=C(C=C1)C(=COCCC)C)C 1-(1-(3-methoxybutoxy)prop-1-en-2-yl)-4-(1-propoxyprop-1-en-2-yl)benzene